NC1=CC(=C(C(=O)NC2=CC(=C(C=C2)OC)N2CCC(CC2)(F)F)C=C1)N1CC2C(C2CC1)(F)F 4-Amino-2-(7,7-difluoro-3-azabicyclo[4.1.0]heptane-3-yl)-N-(3-(4,4-difluoropiperidin-1-yl)-4-methoxyphenyl)benzamide